OCC1=C2C=CC=NC2=C2N=CC=CC2=C1 5-hydroxymethyl-1,10-phenanthroline